O1[C@@H](COCC1)CN1N=C2C3=C(CCC2=C1)OC(=C3C(F)(F)F)C(=O)OCC Ethyl 2-{[(2R)-1,4-dioxan-2-yl] methyl}-8-(trifluoromethyl)-4,5-dihydro-2H-furo[2,3-g]indazole-7-carboxylate